O1C(CCCC1)OC=1C(=NC=CC1)C(=O)N ((tetrahydro-2H-pyran-2-yl)oxy)picolinamide